4-(6-chloro-8-fluoro-4-(3-fluoroazepan-1-yl)-2-(((S)-1-methylpyrrolidin-2-yl)-methoxy)quinazolin-7-yl)-benzo[d]thiazol-2-amine ClC=1C=C2C(=NC(=NC2=C(C1C1=CC=CC2=C1N=C(S2)N)F)OC[C@H]2N(CCC2)C)N2CC(CCCC2)F